FC1=C(CNC(C(C)C)=O)C=CC(=C1C=1NC(C=C(N1)C=1C=NC(=CC1)OCCOCC(F)(F)F)=O)F N-[2,4-difluoro-3-(6-oxo-4-{6-[2-(2,2,2-trifluoroethoxy)ethoxy]pyridin-3-yl}-1,6-dihydropyrimidin-2-yl)benzyl]isobutyramide